Cl.N[C@@H](C)C(=O)OC methyl alaninate hydrochloride